COC(=O)C=1C=C(C2=C(N(C(=N2)CN2CCC(CC2)OC2=NC(=CC=C2)COC2=C(C=C(C=C2)Cl)F)C[C@H]2OCC2)C1)F (S)-2-((4-((6-((4-chloro-2-fluorophenoxy)methyl)pyridin-2-yl)oxy)piperidin-1-yl)methyl)-4-fluoro-1-(oxetane-2-yl-methyl)-1H-Benzo[d]imidazole-6-carboxylic acid methyl ester